NC=1N=C(SC1C(=O)C1=CC(=NO1)C(=O)NC1(CCC1)C)N(C1=CC=C(C=C1)F)[C@@H](C(=O)N)C (R)-5-[4-Amino-2-(N-(2-amino-1-methyl-2-oxoethyl)-4-fluoroanilino)thiazol-5-carbonyl]-N-(1-methylcyclobutyl)isoxazol-3-carboxamid